ClC1=CC(=C(C=C1)C1=C(N(N=N1)CC)CN1N=CC(=CC1=O)N1CC2(C1)OC[C@@H](CC2)F)F 2-[[5-(4-chloro-2-fluoro-phenyl)-3-ethyl-triazol-4-yl]methyl]-5-[(7R)-7-fluoro-5-oxa-2-azaspiro[3.5]nonan-2-yl]pyridazin-3-one